[S-2].[S-2].[S-2].[Y+3].[Y+3] diyttrium trisulfide